5-(5-(hydroxymethyl)-4,5-dihydro-isoxazol-3-yl)-2-methoxybenzamide OCC1CC(=NO1)C=1C=CC(=C(C(=O)N)C1)OC